[C@@H]1([C@H](O)[C@@H](O)[C@H](O)[C@H](O1)CO)O[C@@H]([C@@H]([C@H](C(=O)O)O)O)[C@H](O)CO 4-O-β-D-glucopyranosyl-D-gluconic acid